N-octadecenyl-2-(3,4,5-trimethoxyphenyl)-3,5,7-trimethoxyquinolin-4-one C(=CCCCCCCCCCCCCCCCC)N1C(=C(C(C2=C(C=C(C=C12)OC)OC)=O)OC)C1=CC(=C(C(=C1)OC)OC)OC